COC1=CC(=CC=C1C(=O)O)C#CC(C)C1COC1 6-methoxy-4-(3-(oxetan-3-yl)but-1-yn-1-yl)benzoic acid